CC1=CC(=C2N=CC(=NC2=C1)N1CCCC1)C(C)O 1-[7-methyl-2-(pyrrolidin-1-yl)quinoxalin-5-yl]ethan-1-ol